methyl 2-(4-chlorobenzo[d]isoxazol-3-yl)-2-methylpropanoate ClC1=CC=CC2=C1C(=NO2)C(C(=O)OC)(C)C